F[B-](F)(F)F.N12CCC(CC1)CC2.N21CCC(CC2)CC1 bisAzabicyclo[2.2.2]Octane tetrafluoroborate